di(4-ethoxyphenyl)methylsulfonium hexafluoroarsenate F[As-](F)(F)(F)(F)F.C(C)OC1=CC=C(C=C1)C(C1=CC=C(C=C1)OCC)[SH2+]